3-(6-(((3R,4R)-1-(5-chloro-4-((1-(2,2-difluoropropyl)-2-oxoindolin-5-yl)amino)pyrimidin-2-yl)-3-methylpiperidin-4-yl)amino)-1-methyl-1H-indazol-3-yl)piperidine-2,6-dione ClC=1C(=NC(=NC1)N1C[C@H]([C@@H](CC1)NC1=CC=C2C(=NN(C2=C1)C)C1C(NC(CC1)=O)=O)C)NC=1C=C2CC(N(C2=CC1)CC(C)(F)F)=O